C(C)(=O)O.NCC(=O)NC(CC1=CNC2=CC=CC=C12)C 2-amino-N-[2-(1H-indol-3-yl)-1-methylethyl]Acetamide acetate salt